(R)-N-((1R)-1-(2-(azidomethyl)-4-fluoro-2-methyl-2,3-dihydrobenzofuran-7-yl)ethyl)-2-methylpropan-2-sulfinamide N(=[N+]=[N-])CC1(OC2=C(C1)C(=CC=C2[C@@H](C)N[S@](=O)C(C)(C)C)F)C